tert-butyl (2-fluoro-4-(2-(1-methyl-1H-pyrazol-4-yl)-3H-imidazo[4,5-b]pyridin-7-yl)benzyl)carbamate FC1=C(CNC(OC(C)(C)C)=O)C=CC(=C1)C1=C2C(=NC=C1)NC(=N2)C=2C=NN(C2)C